tert-Butyl 5-(((7-(cyclopentylamino)-5-fluoro-4-oxo-3,4-dihydroquinazolin-2-yl)methyl)thio)-3-fluoroazepane-1-carboxylate C1(CCCC1)NC1=CC(=C2C(NC(=NC2=C1)CSC1CC(CN(CC1)C(=O)OC(C)(C)C)F)=O)F